molybdenum-molybdenum [Mo].[Mo]